O1CC(C1)N1CCC(CC1)C1=CC=C(C=C1)C=1C=C2C=C(C(NC2=CC1)=O)C1=CC=C(C=C1)S(=O)(=O)N 4-(6-{4-[1-(oxetan-3-yl)piperidin-4-yl]phenyl}-2-oxo-1,2-dihydro-quinolin-3-yl)benzene-1-sulfonamide